NC1=C(C(=NN1C1CN(CC1(F)F)C)C1=CC=C(C=C1)CNC(C1=C(C=CC=C1)OC)=O)C(=O)N 5-amino-1-(4,4-difluoro-1-methyl-pyrrolidin-3-yl)-3-[4-[[(2-methoxybenzoyl)amino]methyl]phenyl]pyrazole-4-carboxamide